C(C=C)(=O)N1[C@H]([C@@H](OCC1)C1=CC(=NC(=C1)Cl)C1=CC(=NC=N1)C(=O)NC)CO 6-(4-((2s,3S)-4-acryloyl-3-(hydroxymethyl)morpholin-2-yl)-6-chloropyridin-2-yl)-N-methylpyrimidine-4-carboxamide